C1(=CC=CC=C1)C=1C=C2C=CC(=C(C2=CC1)C1=C(C=CC2=CC(=CC=C12)C1=CC=CC=C1)OC1=CC(=C(C=C1)CO)C1=CC=CC2=CC=CC=C12)OC1=CC(=C(C=C1)CO)C1=CC=CC2=CC=CC=C12 [(6,6'-diphenyl[1,1'-binaphthalene]-2,2'-diyl)bis{oxy[2-(naphthalen-1-yl)-4,1-phenylene]}]dimethanol